CC1=CC2=C(N=C(N=C2)NC=2C=NC(=CC2)OC2CCN(CC2)C)N1C1=CC=CC(=N1)C(C)(C)O 2-(6-(6-methyl-2-((6-((1-Methylpiperidin-4-yl)oxy)pyridin-3-yl)amino)-7H-pyrrolo[2,3-d]pyrimidin-7-yl)pyridin-2-yl)propan-2-ol